4-methoxy-5-(pyrazolo[1,5-a]pyridin-5-yl)-N-(1,5-dioxaspiro[5.5]undecan-9-yl)-7H-pyrrolo[2,3-d]pyrimidin-2-amine COC=1C2=C(N=C(N1)NC1CCC3(OCCCO3)CC1)NC=C2C2=CC=1N(C=C2)N=CC1